[8-(9H-carbazol-9-yl)octyl]phosphoric acid C1=CC=CC=2C3=CC=CC=C3N(C12)CCCCCCCCOP(O)(O)=O